4-[6-(2,5-dimethyl-pyrrol-1-yl)-4-methoxy-pyridin-3-yl]-piperazine-1-carboxylic acid tert-butyl ester C(C)(C)(C)OC(=O)N1CCN(CC1)C=1C=NC(=CC1OC)N1C(=CC=C1C)C